FC1=C(C(C1(F)F)(F)F)C(C(F)(F)F)(C(C(C(C(C(F)(F)F)(F)F)(F)F)(F)F)(F)F)F 1,3,3,4,4-pentafluoro-2-(perfluorohept-2-yl)cyclobut-1-ene